E-vinyl phosphonate (E-Vinylphosphonate) C(=C)P(O)(O)=O.P(OC=C)(O)=O